(2r,3r,4r,5r)-5-(2,6-dichloro-9H-purin-9-yl)-2-(benzoyloxymethyl)-4-fluoro-4-methyltetrahydrofuran-3-yl benzoate C(C1=CC=CC=C1)(=O)O[C@@H]1[C@H](O[C@H]([C@]1(C)F)N1C2=NC(=NC(=C2N=C1)Cl)Cl)COC(C1=CC=CC=C1)=O